BrC1=NC=2N(C(N(C(C2N1C)=O)CC=1N(C2=CC(=CC=C2C1)Cl)C(=O)OC(C)(C)C)=O)C tert-butyl 2-((8-bromo-3,7-dimethyl-2,6-dioxo-2,3,6,7-tetrahydro-1H-purin-1-yl)methyl)-6-chloro-1H-indole-1-carboxylate